C(C)C1(CC1)C[C@@H](C(=O)N[C@H](CO)C[C@H]1C(NCC1)=O)NC(OC(C(F)(F)C1=CC(=CC=C1)Cl)C1=CC=CC=C1)=O 2-(3-chlorophenyl)-2,2-difluoro-1-phenylethyl ((S)-3-(1-ethylcyclopropyl)-1-(((S)-1-hydroxy-3-((S)-2-oxopyrrolidin-3-yl)propan-2-yl)amino)-1-oxopropan-2-yl)carbamate